NCCNC(C1=CC=C(C=C1)OC[C@@H]1CNCC[C@H]1C1=CC=C(C=C1)F)=O N-(2-aminoethyl)-4-(((3S,4R)-4-(4-fluorophenyl)piperidin-3-yl)methoxy)benzamide